CC1=C(C(=O)OC(C2=C(C=C(C=C2)C)C)=O)C=CC(=C1)C bis(2,4-dimethylbenzoyl) oxide